ClCC=1C=C(N(N1)C1=NC=CC=C1Cl)C(=O)OC methyl 5-(chloromethyl)-2-(3-chloro-2-pyridyl)pyrazole-3-carboxylate